(R)-N-(4-methyl-3-(9-methyl-2-(methylamino)-8,9-dihydroimidazo[1',2':1,6]pyrido[2,3-d]pyrimidin-6-yl)phenyl)-4-(trifluoromethyl)picolinamide CC1=C(C=C(C=C1)NC(C1=NC=CC(=C1)C(F)(F)F)=O)C1=CC2=C(N=C(N=C2)NC)N2C1=NC[C@H]2C